(1S,3S)-3-acetamido-N-(4-(5,5-dimethyl-5,6-dihydro-4H-pyrrolo[1,2-b]pyrazol-3-yl)-5-fluoropyridin-2-yl)cyclohexane-1-carboxamide C(C)(=O)N[C@@H]1C[C@H](CCC1)C(=O)NC1=NC=C(C(=C1)C1=C2N(N=C1)CC(C2)(C)C)F